N-{4-[2-amino-5-(3-fluoro-4-formylphenyl)pyridin-3-yl]phenyl}-5-(4-methylphenyl)-4-oxo-1-(tetrahydro-2H-pyran-4-ylmethyl)-1,4-dihydropyridine-3-carboxamide NC1=NC=C(C=C1C1=CC=C(C=C1)NC(=O)C1=CN(C=C(C1=O)C1=CC=C(C=C1)C)CC1CCOCC1)C1=CC(=C(C=C1)C=O)F